COC(=O)C1=CC=2N(C=C1F)C(=C(N2)C2=CC=1C(=NC(=CC1)[C@@H](C)NC(=O)OC(C)(C)C)N2)C2CC2 (R)-2-(6-(1-((tert-Butoxycarbonyl)amino)ethyl)-1H-pyrrolo[2,3-b]Pyridin-2-yl)-3-cyclopropyl-6-fluoroimidazo[1,2-a]Pyridine-7-carboxylic acid methyl ester